C=C1CC=CC2=CC=CC(=C12)O α-methylenenaphthalen-8-ol